2-[2-[tert-butyl (diphenyl)silyl]oxyethoxy]ethyl carbamate C(N)(OCCOCCO[Si](C1=CC=CC=C1)(C1=CC=CC=C1)C(C)(C)C)=O